N-(4-(2-(6a,7,9,10-Tetrahydropyrazino[1,2-a]Thieno[4,3,2-De]Quinolin-8(6H)-Yl)Ethyl)Trans-Cyclohexyl)Pyrrolidine-1-Carboxamide C1=CC=C2C=3C(CC4N(C13)CCN(C4)CC[C@@H]4CC[C@H](CC4)NC(=O)N4CCCC4)=CS2